[C@H](C)(CC)N1N=CC=2N=C(N=C(C21)NC(COC)C=2C=NC1=CC=CC=C1C2)N2CCN(CC2)C(C)=O 1-{4-[1-((S)-sec-Butyl)-7-(2-methoxy-1-quinolin-3-yl-ethylamino)-1H-pyrazolo[4,3-d]pyrimidin-5-yl]-piperazin-1-yl}-ethanon